2-((5-amino-1,3,4-thiadiazol-2-yl)thio)ethan-1-ol NC1=NN=C(S1)SCCO